3-[6-methoxy-4-(trifluoromethyl)-1,3a-diaza-2-indenyl]cyclobutanone COC=1C=C(N2C=C(N=C2C1)C1CC(C1)=O)C(F)(F)F